1-(1H-Benzo[d]imidazol-5-yl)-5-(4-methoxyphenyl)imidazolidin-2-on N1C=NC2=C1C=CC(=C2)N2C(NCC2C2=CC=C(C=C2)OC)=O